CC1=CC=C(C=C1)S(=O)(=O)NC1=C(C(=O)NC=2SC=C(N2)C2=CC=CC3=CC=CC=C23)C=CC=C1 2-((4-methylphenyl)sulfonylamino)-N-(4-naphthylthiazol-2-yl)benzamide